8-(3-chloro-2-(trifluoromethyl)phenyl)-9-(4-((1-(3-fluoropropyl)azetidin-3-yl)methyl)phenyl)-6,7-dihydro-5H-benzo[7]annulene-3-carboxylic acid ClC=1C(=C(C=CC1)C=1CCCC2=C(C1C1=CC=C(C=C1)CC1CN(C1)CCCF)C=CC(=C2)C(=O)O)C(F)(F)F